C\C(=C/C(O)([2H])[2H])\CCC=C(C)C (E)-3,7-Dimethylocta-2,6-dien-1,1-d2-1-ol